9-tridecanol CCCCCCCCC(CCCC)O